2-(n-propyl)-4,4,5,5-tetramethyl-1,3,2-dioxaborolan C(CC)B1OC(C(O1)(C)C)(C)C